C(CCCCCCCCCCC)(=O)O.C(CCCCCCC)OC=C octoxyethylene laurate